N[C@H](CO)[C@@H](CCCCCCCCCCCCCCC)O (2R,3R)-2-amino-1,3-octadecanediol